2-fluoro-5-methylaniline FC1=C(N)C=C(C=C1)C